C(C)(C)(C)C1=CC=C(C=C1)C1=CC=C(C=C1)OC1=CC=C(C=C1)N 4-(4'-tert-Butyl-biphenyl-4-yloxy)phenylamine